N-[6-(5-chloro-1,3-benzoxazol-2-yl)spiro[3.3]heptane-2-yl]-5-ethylsulfonyl-3-methyl-furan-2-carboxamide ClC=1C=CC2=C(N=C(O2)C2CC3(CC(C3)NC(=O)C=3OC(=CC3C)S(=O)(=O)CC)C2)C1